[Al].C1(CCCCC1)C(C)NS(=O)(=O)C1=CC=C(C2=CC=CC=C12)C1=CN=NN1 N-(1-cyclohexylethyl)-4-(1H-1,2,3-triazol-5-yl)naphthalene-1-sulfonamide aluminum